(oleoyl)cholenoic acid C(CCCCCCC\C=C/CCCCCCCC)(=O)C(C(=O)O)=C[C@@H](C)[C@H]1CC[C@H]2[C@@H]3CCC4CCCC[C@]4(C)[C@H]3CC[C@]12C